6-fluoro-5-hydroxy-2,3-dihydro-1H-inden-1-one FC1=C(C=C2CCC(C2=C1)=O)O